N-(4-chlorophenyl)-2-(4-(p-tolyl)-1H-1,2,3-triazol-1-yl)acetamide ClC1=CC=C(C=C1)NC(CN1N=NC(=C1)C1=CC=C(C=C1)C)=O